BrC1=CC=C(C=C1)/C(/C#N)=C(\C#N)/C1=CC=C(C=C1)Br 2,3-bis(4-bromophenyl)fumaronitrile